disodium 4,4'-bis{[4-phenylamino-6-(N-2-hydroxyethyl-N-methylamino)-s-triazine-2-yl]-amino}-2,2'-stilbenedisulfonate C1(=CC=CC=C1)NC1=NC(=NC(=N1)N(C)CCO)NC=1C=C(C(=CC1)C=CC=1C(=CC(=CC1)NC1=NC(=NC(=N1)NC1=CC=CC=C1)N(CCO)C)S(=O)(=O)[O-])S(=O)(=O)[O-].[Na+].[Na+]